C(C)C=1C(=CC=C2C=CC=C(C12)C1=C(C=2N=C(N=C(C2C=N1)N1C[C@H]2C[C@H]([C@@H](C1)C2)O)OC[C@]21CCCN1C[C@@H](C2)F)F)F (1R,5R,6R)-3-(7-(8-ethyl-7-fluoronaphthalen-1-yl)-8-fluoro-2-(((2R,7aS)-2-fluorohexahydro-1H-pyrrolizin-7a-yl)methoxy)pyrido[4,3-d]pyrimidin-4-yl)-3-azabicyclo[3.2.1]octan-6-ol